(12aR)-9-bromo-10-chloro-8-iodo-3,4,12,12a-tetrahydro-6H-pyrazino[2,1-c][1,4]benzoxazepine-2(1H)-carboxylic acid tert-butyl ester C(C)(C)(C)OC(=O)N1C[C@@H]2COC3=C(CN2CC1)C=C(C(=C3Cl)Br)I